Ethyl 6-cyano-6-cyclopropyl-2-acetamido-7-oxo-4,5,6,7-tetrahydro-1-benzothiophene-3-carboxylate C(#N)C1(C(C2=C(C(=C(S2)NC(C)=O)C(=O)OCC)CC1)=O)C1CC1